N-(3,3-diethoxypropyl)benzenesulfonamide C(C)OC(CCNS(=O)(=O)C1=CC=CC=C1)OCC